7-amino-3-(cyclopropylmethyl)-2-methyl-5-((2-(6-methylpyridin-2-yl)ethyl)amino)pyrazolo[1,5-a]pyrimidine-6-carbonitrile NC1=C(C(=NC=2N1N=C(C2CC2CC2)C)NCCC2=NC(=CC=C2)C)C#N